C[Si](CCOCN1C=NC2=C1C=CC(=C2)N)(C)C 1-(2-trimethylsilylethoxymethyl)benzimidazol-5-amine